(1R,3s,5S)-8-phenyl-8-azabicyclo[3.2.1]octane-3-amine C1(=CC=CC=C1)N1[C@H]2CC(C[C@@H]1CC2)N